FC(C(=O)O)(F)F.ClC=1C=C2C3=C(N(C2=C(C1)C=1C(=NC(=CC1)Cl)Cl)CC1CC1)C=NC=C3 6-chloro-9-cyclopropylmethyl-8-(2,6-dichloro-pyridin-3-yl)-pyrido[3,4-b]Indole trifluoroacetate salt